1,3,7-trimethyl-8-((naphthalen-2-ylmethyl)thio)-1H-purine-2,6(3H,7H)-dione CN1C(N(C=2N=C(N(C2C1=O)C)SCC1=CC2=CC=CC=C2C=C1)C)=O